2-methyl-5-nitro-indazole-6-carboxylate CN1N=C2C=C(C(=CC2=C1)[N+](=O)[O-])C(=O)[O-]